1-(3-cyanophenyl)-5-(furan-2-yl)-1H-pyrazole-3-carboxylic acid C(#N)C=1C=C(C=CC1)N1N=C(C=C1C=1OC=CC1)C(=O)O